5-(7-(difluoromethyl)-6-(1-methyl-1H-pyrazol-4-yl)-3,4-dihydroquinolin-1(2H)-yl)-1-methyl-7-(prop-1-en-2-yl)-1H-indole-3-carboxylic acid FC(C1=C(C=C2CCCN(C2=C1)C=1C=C2C(=CN(C2=C(C1)C(=C)C)C)C(=O)O)C=1C=NN(C1)C)F